(S)-N-(5-(2-(2-aminopyridin-3-yl)-6-bromo-3H-imidazo[4,5-b]pyridin-3-yl)-2,3-dihydro-1H-inden-1-yl)acetamide NC1=NC=CC=C1C1=NC=2C(=NC=C(C2)Br)N1C=1C=C2CC[C@@H](C2=CC1)NC(C)=O